Acetyl-Vanillin (4-formyl-2-methoxyphenyl acetate) C(=O)C1=CC(=C(C=C1)CC(=O)O)OC.C(C)(=O)C(=O)C1=CC(OC)=C(O)C=C1